BrC1=CC(=C(C#N)C(=C1)C)O 4-bromo-2-hydroxy-6-methylbenzonitrile